ClC1=CC=C(C=C1)N1N=NC(=C1)C12CC(C1)(C2)N 3-[1-(4-chlorophenyl)triazol-4-yl]bicyclo[1.1.1]pentan-1-amine